ClCOC(=O)N1[C@@H](CCCC1)C (R)-2-methylpiperidine-1-carboxylic acid chloromethyl ester